tert-butyl (R)-3-(4-((6-((R)-3-(2,3-difluorophenyl) isoxazolidin-2-yl) pyrimidine-4-yl)amino)phenyl)isooxazolidine-2-carboxylate FC1=C(C=CC=C1F)[C@@H]1N(OCC1)C1=CC(=NC=N1)NC1=CC=C(C=C1)[C@@H]1N(OCC1)C(=O)OC(C)(C)C